COC(C1=CC=C(C=C1)C(F)(F)C1CCN(CC1)C=1C=NC(=CC1)N)=O.FC=1C=C(C=C(C1F)F)[B] (3,4,5-trifluorophenyl)boron methyl-4-((1-(6-aminopyridin-3-yl)piperidin-4-yl)difluoromethyl)benzoate